OC[C@@H]1[C@@H]([C@@H]2CN(CCCCN12)C(=O)NC1=CC=CC=C1)C1=CC=C(C=C1)C#CC=1C=NC=CC1 (8R,9R,10S)-10-(hydroxymethyl)-N-phenyl-9-(4-(pyridin-3-ylethynyl)phenyl)-1,6-diazabicyclo[6.2.0]decane-6-carboxamide